Cl.NC1CC2(CN(C2)CCC2=CC=C(C=C2)N2C(N=C(C=C2)NC(=O)N2CCN(CC2)C(C(C)(C)N)=O)=O)C1 N-(1-(4-(2-(6-Amino-2-azaspiro[3.3]heptan-2-yl)ethyl)phenyl)-2-oxo-1,2-dihydropyrimidin-4-yl)-4-(2-amino-2-methylpropanoyl)piperazine-1-carboxamide Hydrochloride Salt